((S)-3-cyclohexyl-1-(((S)-1-hydroxy-3-((S)-2-oxopyrrolidin-3-yl)propan-2-yl)amino)-1-oxopropan-2-yl)carbamic acid C1(CCCCC1)C[C@@H](C(=O)N[C@H](CO)C[C@H]1C(NCC1)=O)NC(O)=O